COC(=O)C=1C2=CN(N=C2C=CC1Br)CCC.C(C)(=O)NC1=CC=C(C=C1)C1=CC=C2C(=N1)SC(=N2)NC(=O)C2=CN=NC=C2C2=C(C=CC(=C2)C#N)OC N-(5-(4-acetamidophenyl)thiazolo[5,4-b]pyridin-2-yl)-5-(5-cyano-2-methoxyphenyl)pyridazine-4-carboxamide methyl-5-bromo-2-propyl-2H-indazole-4-carboxylate